Benzyl (1-hydroxy-1,3-dihydrobenzo[c][1,2]oxaborole-6-carbonyl)-L-leucinate OB1OCC2=C1C=C(C=C2)C(=O)N[C@@H](CC(C)C)C(=O)OCC2=CC=CC=C2